C(CCC)[Sn](C=C)(CCCC)CCCC tri-n-butyl-(vinyl)tin